N-((3-methoxyphenyl)sulfonyl)-4-(5-(trifluoromethyl)-1,2,4-oxadiazol-3-yl)benzamide COC=1C=C(C=CC1)S(=O)(=O)NC(C1=CC=C(C=C1)C1=NOC(=N1)C(F)(F)F)=O